dipalmitoyl-oxyethyl-hydroxyethyl-methyl-ammonium methyl-sulfate sodium [Na].COS(=O)(=O)[O-].C(CCCCCCCCCCCCCCC)(=O)OC(C[NH+](C)CCO)OC(CCCCCCCCCCCCCCC)=O